ClC=1C=NC(=C(C(=O)NC2CCC(CC2)CN2C(C(C3=C(C=CC=C23)F)(O)C2=C(C=CC=C2)F)=O)C1)C(F)F 5-chloro-2-(difluoromethyl)-N-((1r,4r)-4-((4-fluoro-3-(2-fluorophenyl)-3-hydroxy-2-oxoindolin-1-yl)methyl)cyclohexyl)nicotinamide